N-benzo[d]thiazol-2-yl-N''-(2-ethoxyaniline-carbonyl)-guanidine S1C(=NC2=C1C=CC=C2)NC(=NC(=O)NC2=C(C=CC=C2)OCC)N